2-(3-(4-fluoro-4-(hydroxymethyl)piperidine-1-carbonyl)-4,5,6,7-tetrahydro-1H-indazol-1-yl)-1-(4-(o-tolyloxy)piperidin-1-yl)ethanone FC1(CCN(CC1)C(=O)C1=NN(C=2CCCCC12)CC(=O)N1CCC(CC1)OC1=C(C=CC=C1)C)CO